COC=1C=C2C(=NC(=NC2=CC1OCC#C)N1CCCC1)N[C@H]1CN(CCC1)C(=O)OC(C)(C)C Tert-butyl (R)-3-((6-methoxy-7-(prop-2-yn-1-yloxy)-2-(pyrrolidin-1-yl)quinazolin-4-yl)amino)piperidine-1-carboxylate